CC1N(CCOC1)C=1N=C(C2=C(N1)N=CC=C2)N2C(CC2)C2=C(C=CC=C2)C(F)(F)F 3-methyl-4-(4-(2-(2-(trifluoromethyl)phenyl)azetidin-1-yl)pyrido[2,3-d]pyrimidin-2-yl)morpholine